dimethyl 6-vinylpyridine-2,3-dicarboxylate C(=C)C1=CC=C(C(=N1)C(=O)OC)C(=O)OC